C(CCC)(=O)N[C@H]1C(O)O[C@@H]([C@H]([C@@H]1O)O)COC([C@@H](NC(=O)OC(C)(C)C)CC1=CC=C(C=C1)OC(=O)OC(C)(C)C)=O 2-N-butyryl-6-O-(N,O-di(t-butoxycarbonyl)-L-tyrosyl)-D-glucosamine